C(C)N1C(C(=CC2=C1N=C(N=C2)N[C@@H]2CNC[C@H](C2)F)C2=C(C(=C(C=C2)NS(=O)(=O)CCC(F)(F)F)F)F)=O N-(4-(8-ethyl-2-(((3S,5S)-5-fluoro-piperidin-3-yl)amino)-7-oxo-7,8-dihydro-pyrido[2,3-d]pyrimidin-6-yl)-2,3-difluorophenyl)-3,3,3-trifluoropropane-1-sulfonamide